2-(3-((4-(2-(2-aminopyridin-3-yl)-6-(pyridin-3-yl)-3H-imidazo[4,5-b]pyridin-3-yl)benzyl)carbamoyl)phenyl)acetic acid NC1=NC=CC=C1C1=NC=2C(=NC=C(C2)C=2C=NC=CC2)N1C1=CC=C(CNC(=O)C=2C=C(C=CC2)CC(=O)O)C=C1